FC1C(C1)C(=O)NC=1N=C2N(C=C(C=C2)C=2C(=NC=CC2C)F)C1 2-fluoro-N-(6-(2-fluoro-4-methylpyridin-3-yl)imidazo[1,2-a]pyridin-2-yl)cyclopropane-1-carboxamide